p-hydroxybenzylalcohol OC1=CC=C(CO)C=C1